BrC1=C(C=CC=2C3=C(NC12)C1=C(S3)C=C(C(=C1)C)N(C)CCOCCF)O 1-Bromo-7-((2-(2-fluoroethoxy)ethyl)(methyl)amino)-8-methyl-10H-benzo[4,5]thieno[3,2-b]indol-2-ol